FC=1C=C(C=C(C1)I)N(C1CCN(CC1)C(C)=O)C 1-(4-((3-fluoro-5-iodophenyl)(methyl)amino)piperidin-1-yl)ethan-1-one